ClC=1C=C(CC2(CC2)OC(=O)N[C@H](C(=O)N[C@H](C(=O)OC)C[C@H]2C(NCC2)=O)CC(C)C)C=CC1 Methyl (S)-2-((S)-2-(((1-(3-chlorobenzyl)cyclopropoxy)carbonyl)amino)-4-methylpentanamido)-3-((S)-2-oxopyrrolidin-3-yl)propanoate